tin tributylacetate C(CCC)C(C(=O)[O-])(CCCC)CCCC.[Sn+4].C(CCC)C(C(=O)[O-])(CCCC)CCCC.C(CCC)C(C(=O)[O-])(CCCC)CCCC.C(CCC)C(C(=O)[O-])(CCCC)CCCC